CC1=C(C(=CC(=C1)OC)C)B(O)O (2,6-DIMETHYL-4-METHOXYPHENYL)BORONIC ACID